C1(=CC=CC=C1)C=1N=NN(C1)CC(=O)O 2-(4-phenyl-1H-1,2,3-triazole-1-yl)acetic acid